COC=1C=C(C=CC1OC)NC(CSC=1NC2=C(C=NC=C2C)N1)=O N-(3,4-Dimethoxyphenyl)-2-((7-methyl-1H-imidazo[4,5-c]pyridin-2-yl)thio)acetamide